CN1N=CC(=C1C1=NC(=NC=C1F)N1CCC(CC1)C(=O)N(CC=1N=CSC1)CC)C 1-(4-(1,4-dimethyl-1H-pyrazol-5-yl)-5-fluoropyrimidin-2-yl)-N-ethyl-N-(thiazol-4-ylmethyl)piperidine-4-carboxamide